(2S)-4-[3-(dimethylamino)propoxy]pyrrolidine-2-carboxylic acid [8-(1-octylnonyloxy)-8-oxo-octyl] ester C(CCCCCCC)C(CCCCCCCC)OC(CCCCCCCOC(=O)[C@H]1NCC(C1)OCCCN(C)C)=O